(R)-2-((1-(2,7-dimethyl-3-(piperidin-1-yl)quinoxalin-5-yl)ethyl)amino)-5-fluorobenzoic acid CC1=NC2=CC(=CC(=C2N=C1N1CCCCC1)[C@@H](C)NC1=C(C(=O)O)C=C(C=C1)F)C